rac-(1S*,2S*)-2-(6-chloropyrimidin-4-yl)cyclopropane-1-carboxamide ClC1=CC(=NC=N1)[C@@H]1[C@H](C1)C(=O)N |r|